2-methylpropan-2-yl-{[5-(piperazin-1-yl)pyrazin-2-yl]amino}methane CC(C)(C)CNC1=NC=C(N=C1)N1CCNCC1